S1CN=C2C1=CC=N2 Pyrrolothiazol